S1C=CC2=C1C=C(C=C2)C(C)=O 1-(benzo[d]thiophen-6-yl)ethan-1-one